(S)-5-bromo-2-(1-cyclopropylethyl)-7-(methylthio)isoindol-1-one BrC=1C=C2CN(C(C2=C(C1)SC)=O)[C@@H](C)C1CC1